C(C1=CC=CC=C1)C(=O)O.BrC=1C(=C(N)C=CC1)C 3-bromo-2-methyl-aniline 1-Benzyl-formate